(R)-2-(3-chlorophenyl)oxirane ClC=1C=C(C=CC1)[C@H]1OC1